2,2-DIMETHYL-3-OXOOCTANAL CC(C=O)(C(CCCCC)=O)C